C(C1=CC=CC=C1)N1CC2(CN(C2)C(=O)C2(CC2)C(F)(F)F)[C@@H](C1)C(=O)OC Methyl (8s)-6-benzyl-2-[1-(trifluoromethyl)cyclopropanecarbonyl]-2,6-diazaspiro[3.4]octane-8-carboxylate